1-((1-((R)-3-cyclohexyl-2-methylpropionyl)-4-hydroxy-3,3-dimethylpiperidin-4-yl)methyl)-6-oxo-4-phenyl-1,6-dihydropyridine-3-carboxylic acid C1(CCCCC1)C[C@H](C(=O)N1CC(C(CC1)(O)CN1C=C(C(=CC1=O)C1=CC=CC=C1)C(=O)O)(C)C)C